8-[(2-amino-3-fluoropyridin-4-yl)methyl]-5-(2-fluoro-4-iodoanilino)imidazo[1,5-a]pyridine-6-carboxylic acid NC1=NC=CC(=C1F)CC=1C=2N(C(=C(C1)C(=O)O)NC1=C(C=C(C=C1)I)F)C=NC2